heliotropyne [HeH][C@]12C#CC[C@H](CC1)N2C